1,2-dihydroxycyclobutanecarboxylic acid OC1(C(CC1)O)C(=O)O